N(=[N+]=[N-])CCCCCCC1=C2[C@@H]([C@H](OC=C2C(=C(C1=O)C(=O)O)O)C)C |r| (3RS,4SR)-5-(6-azidohexyl)-8-hydroxy-3,4-dimethyl-6-oxo-4,6-dihydro-3H-isochromene-7-carboxylic acid